3-{3'-adamantan-1-yl-4'-[3-(tetrahydro-pyran-2-yloxycarbamoyl)-propoxy]-biphenyl-4-yl}-acrylic acid tert-butyl ester C(C)(C)(C)OC(C=CC1=CC=C(C=C1)C1=CC(=C(C=C1)OCCCC(NOC1OCCCC1)=O)C12CC3CC(CC(C1)C3)C2)=O